1-methyl-octahydropentalene-1-carboxylic acid CC1(CCC2CCCC12)C(=O)O